5-Amino-N-(3-chloro-4-fluorophenyl)-3-(5-hydroxy-5-(methylthiomethyl)octahydropentalen-2-yl)-1-methyl-1H-pyrazole-4-carboxamide NC1=C(C(=NN1C)C1CC2CC(CC2C1)(CSC)O)C(=O)NC1=CC(=C(C=C1)F)Cl